N-nonylbenzene-1,4-diamine C(CCCCCCCC)NC1=CC=C(C=C1)N